The molecule is a monocarboxylic acid anion that is the conjugate base of 4,4'-diaponeurosporenoic acid, obtained by deprotonation of the carboxy group. Major structure at pH 7.3. It is a conjugate base of a 4,4'-diaponeurosporenoic acid. CC(=CCC/C(=C/C=C/C(=C/C=C/C=C(\\C)/C=C/C=C(\\C)/C=C/C=C(\\C)/C(=O)[O-])/C)/C)C